3-(1-isopropyl-2-methyl-1H-imidazo[4,5-c]pyridin-6-yl)-N-(1-methylpiperidin-4-yl)-1H-pyrrolo[2,3-b]pyridine-5-carboxamide C(C)(C)N1C(=NC=2C=NC(=CC21)C2=CNC1=NC=C(C=C12)C(=O)NC1CCN(CC1)C)C